FC=1C=C(C=CC1)NC1=CC(=NC(=C1)C1CCC(N(C1)C(C)=O)C)C=1C=NC=CC1 1-(5-(4-((3-fluorophenyl)amino)-[2,3'-bipyridin]-6-yl)-2-methylpiperidin-1-yl)ethan-1-one